C(C(=C)C)(=O)OCCC[Si](OCCCC)(OCCCC)OCCCC methacryloxypropyl-tributoxysilane